FC1(CCN(CC1)C1=NN(C2=CC=C(C=C12)NC(C1=C(C=C(C=C1)SCC)N1CCC2(CC2)CC1)=O)C1OCCCC1)F N-(3-(4,4-difluoropiperidin-1-yl)-1-(tetrahydro-2H-pyran-2-yl)-1H-indazol-5-yl)-4-(ethylsulfanyl)-2-(6-azaspiro[2.5]oct-6-yl)benzamide